C(C1=CC=CC=C1)SC=1C(=C(C(=O)OC)C=CC1)Cl methyl 3-(benzylthio)-2-chlorobenzoate